NC1=C2C(N(C(C2=CC=C1)=O)C1(C(N(C(CC1)=O)CCOC)=O)F)=O 4-amino-2-(1-(2-methoxyethyl)-3-fluoro-2,6-dioxopiperidin-3-yl)isoindolin-1,3-dione